3β-hydroxyandrosta-5-en-17-one O[C@@H]1CC2=CC[C@H]3[C@@H]4CCC([C@@]4(C)CC[C@@H]3[C@]2(CC1)C)=O